FC(C1=CC=C(C=C1)CN1CCC(CC1)=O)(F)F 1-[[4-(trifluoromethyl)phenyl]methyl]piperidin-4-one